COC(C1CCN(CC1)C1=CC(=C(C=C1)C1N(C(CC2=C1NC1=CC=CC=C21)C)CC(C)(C)F)OC)OC 1-(4-(4-(dimethoxymethyl)piperidin-1-yl)-2-methoxyphenyl)-2-(2-fluoro-2-methylpropyl)-3-methyl-2,3,4,9-tetrahydro-1H-pyrido[3,4-b]indole